(S)-4-((2-methoxyethyl)(4-(5,6,7,8-tetrahydro-1,8-naphthyridin-2-yl)butyl)amino)-2-((2-(trifluoromethyl)pyrimidin-4-yl)amino)butanoic acid COCCN(CC[C@@H](C(=O)O)NC1=NC(=NC=C1)C(F)(F)F)CCCCC1=NC=2NCCCC2C=C1